3-[3-methyl-4-[methyl(4-piperidylmethyl)amino]-2-oxo-benzimidazol-1-yl]piperidine-2,6-dione CN1C(N(C2=C1C(=CC=C2)N(CC2CCNCC2)C)C2C(NC(CC2)=O)=O)=O